rac-methyl (5aR,6S,7R,8R,8aS)-3-chloro-5a-(4-fluorophenyl)-8,8a-dihydroxy-6-phenyl-5a,7,8,8a-tetrahydro-6H-cyclopenta[4,5]furo[3,2-b]pyridine-7-carboxylate ClC=1C=C2C(=NC1)[C@]1([C@@](O2)([C@@H]([C@H]([C@H]1O)C(=O)OC)C1=CC=CC=C1)C1=CC=C(C=C1)F)O |r|